C(C1=CC=CC=C1)OC1=C(C(=C2C=CC(=CC2=C1)C=1C=NN(C1)CC(=O)O)F)N1S(NC(C1)=O)(=O)=O 2-[4-[7-benzyloxy-5-fluoro-6-(1,1,4-trioxo-1,2,5-thiadiazolidin-2-yl)-2-naphthyl]pyrazol-1-yl]acetic acid